methylamine tetraphenylborate C1(=CC=CC=C1)[B-](C1=CC=CC=C1)(C1=CC=CC=C1)C1=CC=CC=C1.CN